[Si](C)(C)(C(C)(C)C)OCCN1N=C2C=C(C=CC2=C1C)NC1(CN(CC1)C(=O)OC(C)(C)C)C1=C(C(=CC=C1F)Cl)Cl tert-butyl 3-[(2-{2-[(tert-butyldimethylsilyl)oxy]ethyl}-3-methylindazol-6-yl)amino]-3-(2,3-dichloro-6-fluorophenyl)pyrrolidine-1-carboxylate